6-chloro-7-(3,5-dimethylisoxazol-4-yl)-4-(1-phenylethyl)-3,4-dihydro-2H-benzo[b][1,4]oxazine ClC1=CC2=C(OCCN2C(C)C2=CC=CC=C2)C=C1C=1C(=NOC1C)C